(S)-1-(7-(6-(bis(4-methoxybenzyl) amino)-4-methylpyridin-2-yl)-6-chloro-2,8-difluoroquinazolin-4-yl) pyrrolidin-3-ylacetate N1C[C@@H](CC1)CC(=O)OC1=NC(=NC2=C(C(=C(C=C12)Cl)C1=NC(=CC(=C1)C)N(CC1=CC=C(C=C1)OC)CC1=CC=C(C=C1)OC)F)F